C(C)C1=C(C=CC(=C1)F)C=1CCCC2=C(C1C1=CC=C(C=C1)CC1CN(C1)CCCF)C=CC=C2 8-(2-Ethyl-4-fluorophenyl)-9-(4-((1-(3-fluoropropyl)azetidin-3-yl)methyl)phenyl)-6,7-dihydro-5H-benzo[7]annulen